NC=1C(=NC(=C(N1)F)C1=CC(=C(C=C1)C1CCOCC1)CN(C)C)C=1C=C2C(=C(NC(C2=CC1)=O)C)F 6-(3-amino-6-(3-((dimethylamino)methyl)-4-(tetrahydro-2H-pyran-4-yl)phenyl)-5-fluoropyrazin-2-yl)-4-fluoro-3-methylisoquinolin-1(2H)-one